6-[4-[acetyl-(cyclopropylmethyl)amino]-3-chloro-phenyl]-N-[(2-fluoro-3-pyridyl)methyl]pyridine-3-carboxamide C(C)(=O)N(C1=C(C=C(C=C1)C1=CC=C(C=N1)C(=O)NCC=1C(=NC=CC1)F)Cl)CC1CC1